7-Cyclopropyl-6-oxo-5,6-dihydro-1,5-naphthyridine-3-carboxylic acid ethyl ester C(C)OC(=O)C=1C=NC=2C=C(C(NC2C1)=O)C1CC1